2-(hydroxymethyl)styrene OCC1=C(C=C)C=CC=C1